benzyl 3-hydrazinopiperidine-1-carboxylate N(N)C1CN(CCC1)C(=O)OCC1=CC=CC=C1